FC1=C(C(=C(C(=C1[B-](C1=C(C(=C(C(=C1F)F)F)F)F)(C1=C(C(=C(C(=C1F)F)F)F)F)C1=C(C(=C(C(=C1F)F)F)F)F)F)F)F)F.[Br-].[Mg+2] magnesium bromide tetrakis(pentafluorophenyl)borate